COCCOC(C)(C)O 1-(2-methoxy-1-ethoxy)isopropanol